N(=C=O)C1C(C(CCC1)N=C=O)C 2,6-diisocyanato-1-methyl-cyclohexane